FC(CCO)(F)C1CCN(CC1)C(=O)OC(C)(C)C tert-butyl 4-(1,1-difluoro-3-hydroxypropyl)piperidine-1-carboxylate